C(C)(=O)N1CC=C(CC1)B1OC(C)(C)C(C)(C)O1 1-acetyl-5,6-dihydro-2H-pyridine-4-boronic acid pinacol ester